C(C)(C)(C)C1=C(C=CC=C1)IC1=C(C=CC=C1)C(C)(C)C di(tert-butylphenyl)iodine